ClC=1C(N(C(=CC1OC([2H])([2H])C1=NC=C(C=C1F)F)C)C1=CC(=NC=C1C)N1N=C(C(=C1)F)C1(CCC1)NC(C)=O)=C=O (R)-N-(1-(1-(3-chloro-4-((3,5-difluoropyridin-2-yl)methoxy-d2)-5',6-dimethyl-2-carbonyl-2H-[1,4'-bipyridin]-2'-yl)-4-fluoro-1H-pyrazol-3-yl)cyclobutyl)acetamide